O1CCOC12CCC(CC2)C2=CC=C(C=C2)C2C(NC(CC2)=O)=O 3-[4-(1,4-dioxaspiro[4.5]decan-8-yl)phenyl]piperidine-2,6-dione